N-tert-butyl-2-({7-[(tert-butyldimethylsilyl)oxy]-2-(4-fluoropyridin-2-yl)-5H,6H,7H-cyclopenta[d]pyrimidin-4-yl}(methyl)amino)acetamide C(C)(C)(C)NC(CN(C)C=1C2=C(N=C(N1)C1=NC=CC(=C1)F)C(CC2)O[Si](C)(C)C(C)(C)C)=O